7-(3-{[5-(dimethylamino)pyridin-2-yl]carbamoyl}-3-hydroxyazetidin-1-yl)-5-methyl-4-oxo-1-(1,3-thiazol-2-yl)-1,4-dihydro-1,8-naphthyridine-3-carboxylic acid CN(C=1C=CC(=NC1)NC(=O)C1(CN(C1)C1=CC(=C2C(C(=CN(C2=N1)C=1SC=CN1)C(=O)O)=O)C)O)C